NC1=CC=C(OC2=CC=C(C=C2)C(=O)C2=CC=C(C=C2)OC2=CC=C(C=C2)N)C=C1 (bis[4-(4-aminophenoxy)phenyl])Ketone